1-methyl-2-(4-(trifluoromethyl)pyridin-2-yl)-2,8-diazaspiro[4.5]decane hydrochloride Cl.CC1N(CCC12CCNCC2)C2=NC=CC(=C2)C(F)(F)F